(3-cyclopropoxy-4-nitrophenyl)dimethylphosphine oxide C1(CC1)OC=1C=C(C=CC1[N+](=O)[O-])P(C)(C)=O